O[C@@H]1CN(CC1)C(=O)C1=CC(=NC=C1)C(=O)NC1=CC(=CC=C1)[C@@H](CC=1N(C=CN1)C)C 4-((S)-3-hydroxypyrrolidine-1-carbonyl)-N-(3-((R)-1-(1-methyl-1H-imidazol-2-yl)propan-2-yl)phenyl)picolinamide